3-(benzyl-(methyl)amino)pyrrolidine-2,5-dione C(C1=CC=CC=C1)N(C1C(NC(C1)=O)=O)C